pyrrolo[2,3-d]pyridazine-1-carboxylate N1(C=CC=2C1=CN=NC2)C(=O)[O-]